CN1N=CC(=C1)C=1OC2=NC=C(C=C2N1)O 2-(1-methyl-1H-pyrazol-4-yl)-[1,3]oxazolo[5,4-b]pyridin-6-ol